CC1=NC(=CC(=C1)C=1C=2N(C(=NC1C1=CC=CC=C1)N)C=NN2)CN2CCOCC2 8-(2-methyl-6-(morpholinomethyl)pyridin-4-yl)-7-phenyl-[1,2,4]triazolo[4,3-c]pyrimidin-5-amine